Racemic-2-(2-Chloro-6-fluorophenyl)-6-(4-ethyl-3-(hydroxymethyl)-5-oxo-4,5-dihydro-1H-1,2,4-triazol-1-yl)-4-isopropyl-3,4-dihydroisoquinolin-1(2H)-one ClC1=C(C(=CC=C1)F)N1C(C2=CC=C(C=C2[C@H](C1)C(C)C)N1N=C(N(C1=O)CC)CO)=O |r|